C(CCCCCCCCCCCC)[C@]([C@@H](CO)O)(O)[C@H](OCCCCCCCCCCCCC)[C@H](O)CO 3,4-O-di-tridecyl-d-mannitol